FC1=C(C(=CC=C1)F)S(=O)(=O)NC=1C(=NC=C(C1)C=1C=CC=2N=CN=C(C2N1)N1CCN(CC1)C(\C=C\CF)=O)OC (E)-2,6-difluoro-N-(5-(4-(4-(4-fluorobut-2-enoyl)piperazin-1-yl)pyrido[3,2-d]pyrimidine-6-yl)-2-methoxypyridin-3-yl)benzenesulfonamide